FC1=C(C(=CC(=C1)C1=C(C=C(C=C1F)C1OCC(CO1)CCC)F)F)C1=CC(=C(C(=C1)F)C#N)F 2',2'',3,5,6',6''-hexafluoro-4''-(5-propyl-1,3-dioxan-2-yl)-[1,1':4',1''-terphenyl]-4-carbonitrile